4-[(chlorocarbonyl)[(2,4-difluorophenyl)methyl]amino]piperidine-1-carboxylic acid tert-butyl ester C(C)(C)(C)OC(=O)N1CCC(CC1)N(CC1=C(C=C(C=C1)F)F)C(=O)Cl